[Na+].C(C)(=O)[O-] monoacetic acid sodium salt